Cl.Cl.C12CC(CC(CC1)N2)N2CCC(CC2)[C@H]2CCC=1N(C2)C=C(N1)C1=CC=C(C=C1)S(=O)(=O)C (6R)-6-(1-(8-azabicyclo[3.2.1]oct-3-yl)piperidin-4-yl)-2-(4-(methylsulfonyl)phenyl)-5,6,7,8-tetrahydroimidazo[1,2-a]pyridine dihydrochloride